CN1N=C2C=CC(=CC2=C1C(=O)OC)OCC1=CC=NN1C methyl 2-methyl-5-((1-methyl-1H-pyrazol-5-yl)methoxy)-2H-indazole-3-carboxylate